N-(5,7-dimethylbenzofuran-6-yl)acetamide CC=1C(=C(C2=C(C=CO2)C1)C)NC(C)=O